(R)-4-(7-(3-aminopiperidin-1-yl)-3-(p-tolyl)-3H-imidazo[4,5-b]pyridin-2-yl)benzonitrile N[C@H]1CN(CCC1)C1=C2C(=NC=C1)N(C(=N2)C2=CC=C(C#N)C=C2)C2=CC=C(C=C2)C